1'-benzyl-2-oxo-6-(4-phenoxyphenyl)-1,2-dihydrospiro[imidazo[1,2-b]pyrazole-3,4'-piperidine]-7-carboxamide C(C1=CC=CC=C1)N1CCC2(CC1)C(NC=1N2N=C(C1C(=O)N)C1=CC=C(C=C1)OC1=CC=CC=C1)=O